9-(6-(cyclopropyl(methyl)amino)pyridin-3-yl)-6,7-dimethoxynaphtho[2,3-c]furan-1(3H)-one C1(CC1)N(C1=CC=C(C=N1)C1=C2C=C(C(=CC2=CC2=C1C(OC2)=O)OC)OC)C